Tert-butyl 4-(6-(2,8-dimethylimidazo[1,2-b]pyridazin-6-yl)-4-fluoro-2H-indazol-2-yl)piperidine-1-carboxylate CC=1N=C2N(N=C(C=C2C)C=2C=C(C3=CN(N=C3C2)C2CCN(CC2)C(=O)OC(C)(C)C)F)C1